FC1(CN(CC12CN(C2)C[C@@H](CC(=O)OC)C2=CC(=CC=C2)N2N=C(C=C2C)C)CC2=NC=1NCCCC1C=C2)F methyl (S)-4-(8,8-difluoro-6-((5,6,7,8-tetrahydro-1,8-naphthyridin-2-yl)methyl)-2,6-diazaspiro[3.4]octan-2-yl)-3-(3-(3,5-dimethyl-1H-pyrazol-1-yl)phenyl)butanoate